COC[C@H]1NCC(C1)CC1=CC=C(C=C1)C(F)(F)F (2S)-2-methoxymethyl-4-(4-(trifluoromethyl)benzyl)pyrrolidine